Octane-8-carboxamide CCCCCCCCC(=O)N